BrC=1C=CC=2C=3C(C(=NC2C1)N)=NNC3 7-bromo-2H-pyrazolo[3,4-c]Quinoline-4-amine